[Sn].[Ni].[Cu] Copper nickel tin